2-(2-((3R,4R)-3-amino-4-fluoropiperidin-1-yl)-5,6-difluoro-1H-benzo[d]imidazol-1-yl)-1-(3-hydroxypiperidin-1-yl)ethanone N[C@@H]1CN(CC[C@H]1F)C1=NC2=C(N1CC(=O)N1CC(CCC1)O)C=C(C(=C2)F)F